ClC=1C(=C(C=C(C1)F)[C@H](C)NCC(=O)N(C)[C@H](C(=O)O)C)COC1=CC=C(C=C1)OC (s)-2-(2-((s)-1-(3-Chloro-5-fluoro-2-((4-methoxyphenoxy)methyl)phenyl)ethylamino)-N-methylacetamido)propanoic acid